N-(3-(4-amino-3-(4-phenoxyphenyl)-1H-pyrazolo[3,4-d]pyrimidin-1-yl)propyl)-2-(N,N-dimethylsulfamoyl)-3,4,5,6-tetrafluorobenzamide NC1=C2C(=NC=N1)N(N=C2C2=CC=C(C=C2)OC2=CC=CC=C2)CCCNC(C2=C(C(=C(C(=C2F)F)F)F)S(N(C)C)(=O)=O)=O